ClC1=C(C=C(OCC(=O)NC23C[C@H](C(CC2)(CC3)NC(COC3=CC(=NC=C3)C(F)(F)F)=O)O)C=C1)F 2-(4-chloro-3-fluorophenoxy)-N-[(3R)-3-hydroxy-4-(2-{[2-(trifluoromethyl)pyridin-4-yl]oxy}acetamido)bicyclo[2.2.2]octan-1-yl]acetamide